2-ethylsulfanyl-6-(trifluoromethyl)chromen-4-one C(C)SC=1OC2=CC=C(C=C2C(C1)=O)C(F)(F)F